pyrazine phosphite P(O)(O)O.N1=CC=NC=C1